ClCC(=O)NC1=C(C(=O)O)C=CC=C1 2-(2-chloroacetamido)benzoic acid